4-methoxycarbonylphenyl-piperazine-1-carboxylic acid benzyl ester C(C1=CC=CC=C1)OC(=O)N1C(CNCC1)C1=CC=C(C=C1)C(=O)OC